OC1CCN(CC1)C(\C=C\C1=C(N=C2N1N=CC=C2)C2=CC=CC=C2)=O (E)-1-(4-hydroxypiperidin-1-yl)-3-(2-phenylimidazo[1,2-b]pyridazin-3-yl)prop-2-en-1-one